(phospho)-L-homoserine P(=O)(O)(O)OCC[C@H](N)C(=O)O